ClC=1C=C(C=C2C=C(N=CC12)N)C=1C(=NC=CC1C)C1=CC=NN1C 8-chloro-6-[4-methyl-2-(1-methyl-1H-pyrazol-5-yl)pyridin-3-yl]Isoquinolin-3-amine